5,6-dihydroxyindole-2-carboxylate OC=1C=C2C=C(NC2=CC1O)C(=O)[O-]